(3S,5S)-5-((6-(2-hydroxy-6-methyl-4-(trifluoromethyl)phenyl)pyridazin-3-yl)amino)-1-methylpiperidin-3-ol OC1=C(C(=CC(=C1)C(F)(F)F)C)C1=CC=C(N=N1)N[C@H]1C[C@@H](CN(C1)C)O